P(=O)(O)(O)O[C@H]1[C@@H](O[C@@H]([C@H]1O)CO)N1C=NC=2C(=O)NC(N)=NC12 Guanosine-2'-phosphate